tert-butyl (R)-3-((S)-3-(3-((aminooxy)methyl)phenyl)-1-(tert-butoxy)-1-oxopropan-2-yl)pyrrolidine-1-carboxylate NOCC=1C=C(C=CC1)C[C@H](C(=O)OC(C)(C)C)[C@@H]1CN(CC1)C(=O)OC(C)(C)C